(5r,8r)-N-(4-bromo-2-chlorobenzyl)-5-fluoro-8-hydroxy-5,6,7,8-tetrahydroquinoline-5-carboxamide BrC1=CC(=C(CNC(=O)[C@@]2(C=3C=CC=NC3[C@@H](CC2)O)F)C=C1)Cl